C(C)(C)(C)OC(C[C@@H](C(=O)N[C@@H](CCC(=O)OC(C)(C)C)C(=O)OC)NC([C@H](CC1=CC2=CC=CC=C2C=C1)NC(=O)C=1NC2=CC=C(C=C2C1)F)=O)=O 5-(tert-Butyl) 1-methyl ((S)-4-(tert-butoxy)-2-((S)-2-(5-fluoro-1H-indole-2-carboxamido)-3-(naphthalen-2-yl)propanamido)-4-oxobutanoyl)-L-glutamate